FC=1C=C(C=C(C1)F)[C@@H]1CC(=NN1)C(=O)N1CCN(CC1)C1=NC=C(C(=N1)C=1C=CC(N(C1)C)=O)F (S)-5-(2-(4-(5-(3,5-difluorophenyl)-4,5-dihydro-1H-pyrazol-carbonyl)piperazin-1-yl)-5-fluoropyrimidin-4-yl)-1-methylpyridin-2(1H)-one